1-(1-(2-(1,4-oxazepan-4-yl)ethyl)-4-hydroxy-6-(4-methoxyphenyl)-2-oxo-1,2-dihydro-1,8-naphthyridine-3-carboxamido)cyclohexane-1-carboxylic acid O1CCN(CCC1)CCN1C(C(=C(C2=CC(=CN=C12)C1=CC=C(C=C1)OC)O)C(=O)NC1(CCCCC1)C(=O)O)=O